ClC1=CC=C(C=C1)N1N=C(C=C1)OCC1=C(C=CC=C1)NO N-[2-[[1-(4-chlorophenyl)pyrazol-3-yl]oxymethyl]phenyl]-hydroxylamine